C1(=CC=CC=C1)C=1C(=C(C(=C(C1)O)CC)C1=CC=CC=C1)C1=CC=CC=C1 triphenyl-ethyl-phenol